C1(CC1)C([C@@H](C(=O)NC1=CC=C(C=C1)C=1N(N=CC1C1(CC1)O)C)NC(OC(C)(C)C)=O)C1CC1 tert-butyl N-[(1S)-1-(dicyclopropylmethyl)-2-[4-[4-(1-hydroxycyclopropyl)-2-methyl-pyrazol-3-yl]anilino]-2-oxo-ethyl]carbamate